N-(4-(1,1-difluoropropoxy)benzyl)-1-isobutylyl-6-methyl-4-(phenylsulfonyl)piperazine-2-carboxamide FC(CC)(OC1=CC=C(CNC(=O)C2NC(CN(C2=CC(C)C)S(=O)(=O)C2=CC=CC=C2)C)C=C1)F